dichloro-diphenyl-ethylene dichloride ClC(C(C1=CC=CC=C1)(Cl)Cl)(C1=CC=CC=C1)Cl